C1(CC1)NC(=O)C1=CC=2C(=NC(=CC2C)OCC(=O)N2CCN(CC2)C)S1 N-cyclopropyl-4-methyl-6-[2-(4-methylpiperazin-1-yl)-2-oxoethoxy]Thieno[2,3-b]Pyridine-2-carboxamide